2-((3S,5S)-1-(4-chlorobenzyl)-5-(4-(trifluoromethyl)phenyl)piperidin-3-yl)acetic acid ClC1=CC=C(CN2C[C@@H](C[C@H](C2)C2=CC=C(C=C2)C(F)(F)F)CC(=O)O)C=C1